O1CC(C1)COC1=CC=2N(C=C1)N=CC2 5-(oxetan-3-ylmethoxy)pyrazolo[1,5-a]pyridine